(dimethylsulfamoyl)-2-(oxetan-3-yloxy)-4-(8,8,8-trifluorooctylamino)benzoic acid CN(S(=O)(=O)C=1C(=C(C(=O)O)C=CC1NCCCCCCCC(F)(F)F)OC1COC1)C